ClCC=1C(=CC(=NC1C)O[C@@H]1C[C@]2(N(C=3C(=NN=C(C3)C3=C(C(=CC=C3)F)O)NC2)C1)CC)C 2-((6aR,8R)-8-((5-(chloromethyl)-4,6-dimethylpyridin-2-yl)oxy)-6a-ethyl-5,6,6a,7,8,9-hexahydropyrrolo[1',2':4,5]pyrazino[2,3-c]pyridazin-2-yl)-6-fluorophenol